(4R)-3-[(2E)-3-(3-nitrophenyl)prop-2-enoyl]-4-phenyl-1,3-oxazolidin-2-one [N+](=O)([O-])C=1C=C(C=CC1)/C=C/C(=O)N1C(OC[C@H]1C1=CC=CC=C1)=O